(2r,3s)-3-((methylsulfonyl)amino)-2-(((cis-4-phenylcyclohexyl)oxy)methyl)piperidine-1-carboxylic acid methyl ester COC(=O)N1[C@H]([C@H](CCC1)NS(=O)(=O)C)CO[C@@H]1CC[C@@H](CC1)C1=CC=CC=C1